(3S,3aS,6aR)-2-[(2S)-2-(tert-butoxycarbonylamino)-3-cyclopropyl-propanoyl]-3,3a,4,5,6,6a-hexahydro-1H-cyclopenta[c]pyrrole-3-carboxylic acid C(C)(C)(C)OC(=O)N[C@H](C(=O)N1C[C@H]2[C@@H]([C@H]1C(=O)O)CCC2)CC2CC2